2-phenylindoline-2,3-dicarboxylic acid C1(=CC=CC=C1)C1(NC2=CC=CC=C2C1C(=O)O)C(=O)O